CC1(C(=O)NC(=O)N1CO)C The molecule is an imidazolidine-2,4-dione substituted by a hydroxymethyl group at position 1 and two methyl groups at position 5. It is approved by the FDA for use as an adjuvant in the bleaching of recycled paper and board used in food packaging, and is also a decomposition product of DMDM hydantoin, a preservative and antimicrobial agent used in cosmetics and personal care products. It has a role as an antimicrobial agent. It is an imidazolidine-2,4-dione and a hemiaminal.